4-(3,4-dimethoxyphenyl)-2-(piperidin-4-yl)thiazole COC=1C=C(C=CC1OC)C=1N=C(SC1)C1CCNCC1